ClC=1C=C(C=C(C1OC1=NNC(C(=C1)CC)=O)Cl)N1N=C(C(NC1=O)=O)C#N 2-[3,5-dichloro-4-(5-ethyl-6-oxo-1,6-dihydro-pyridazin-3-yloxy)-phenyl]-3,5-dioxo-2,3,4,5-tetrahydro-[1,2,4]triazine-6-carbonitrile